(R,E)-4-Cyano-N-((4-(1,2-difluoro-2-phenylvinyl)pyridin-2-yl)methyl)-4-methylisochromane-6-carboxamide C(#N)[C@@]1(COCC2=CC=C(C=C12)C(=O)NCC1=NC=CC(=C1)/C(=C(/C1=CC=CC=C1)\F)/F)C